C(C)(C)(C)OC(=O)N1C[C@@H]2COC3=C(C(N2CC1)=O)C(=NC(=C3Cl)C3=C(C=CC=C3OC)F)N (6aR)-1-amino-4-chloro-3-(2-fluoro-6-methoxyphenyl)-12-oxo-6a,7,9,10-tetrahydro-12H-pyrazino[2,1-c]Pyrido[3,4-f][1,4]Oxazepin-8(6H)-carboxylic acid tert-butyl ester